4-(4-bromo-2-fluorophenoxy)-6,7-dimethoxyquinoline BrC1=CC(=C(OC2=CC=NC3=CC(=C(C=C23)OC)OC)C=C1)F